tetramethyl-bisacryl-triaminopropyl-methyldimethoxysilane CC(C([Si](OC(C(=O)C=C)C(=O)C=C)(OC)C)(C)C)(C(N)(N)N)C